furyl-3-butene O1C(=CC=C1)CCC=C